(7-chlorochroman-6-yl)methanol ClC1=C(C=C2CCCOC2=C1)CO